C(C)OC1=C(O[C@H]2CN(CCC2)C2=CN=CC(=N2)NC2=NC=CC=C2)C=CC=C1 (R)-6-(3-(2-ethoxyphenoxy)piperidin-1-yl)-N-(pyridin-2-yl)pyrazin-2-amine